5-[(tert-butyldimethylsilyl)oxy]-3,3-dimethylpentan-1-ol [Si](C)(C)(C(C)(C)C)OCCC(CCO)(C)C